(E)-11-bromoundecyl-3-butanyl-dec-2-enoate BrCCCCCCCCCCCOC(\C=C(\CCCCCCC)/CCCC)=O